O=C(CCC1CCN(CC1)C(=O)OC(C)(C)C)NC1CCC=2C1=NNC(C2C(F)(F)F)=O tert-butyl 4-(3-oxo-3-((3-oxo-4-(trifluoromethyl)-3,5,6,7-tetrahydro-2H-cyclopenta[c]pyridazin-7-yl)amino)propyl)piperidine-1-carboxylate